6,6'-bis-amino-3,3'-methylenedibenzoic acid NC1=CC=C(C=C1C(=O)O)CC=1C=C(C(=O)O)C(=CC1)N